CS(=O)(C)=NC1=C(C=C(C=N1)NC(=O)C=1C=NN(C1C(F)(F)F)C1=CC=C(C=2N1C=CN2)F)F N-(6-((Dimethyl(oxo)-λ6-sulfanyliden)amino)-5-fluoropyridin-3-yl)-1-(8-fluoroimidazo[1,2-a]pyridin-5-yl)-5-(trifluoromethyl)-1H-pyrazol-4-carboxamid